C(CCCCCCCCCCCCCCCCCC)(=O)N[C@@H](C(=O)NCCCC(=O)O)C1=CC=CC=C1 4-{[(2R)-2-(nonadecanoylamino)-2-phenylethanoyl]amino}butanoic acid